((4aR,8aS)-6-((2H-1,2,3-triazol-4-yl)sulfonyl)-1-(4-fluorophenyl)-4,4a,5,6,7,8,8a,9-octahydro-1H-pyrazolo[3,4-g]isoquinolin-4a-yl)(4-(trifluoromethyl)pyridin-2-yl)methanone N=1NN=C(C1)S(=O)(=O)N1C[C@]2(CC3=C(C[C@@H]2CC1)N(N=C3)C3=CC=C(C=C3)F)C(=O)C3=NC=CC(=C3)C(F)(F)F